3-(4-((1-(cyclohexylmethyl)-3-phenyl-1H-indazol-6-yl)methoxy)phenyl)butanoic acid C1(CCCCC1)CN1N=C(C2=CC=C(C=C12)COC1=CC=C(C=C1)C(CC(=O)O)C)C1=CC=CC=C1